C1(=CC=CC=C1)N(C1=CC=C(C=C1)C1=CC=C(C=C1)C1(C2=CC=CC=C2C=2C=CC=CC12)C1=CC=C(C=C1)P(C1=CC=CC=C1)(C1=CC=CC=C1)=O)C1=CC=CC=C1 (4-(9-(4'-(diphenylamino)-[1,1'-biphenyl]-4-yl)-9H-fluoren-9-yl)phenyl)diphenyl-phosphine oxide